BrC=1N=C(N2C1C(=CC(=C2)S(=O)(=O)Cl)Cl)C=2SC(=NN2)C(F)F 1-bromo-8-chloro-3-(5-(difluoromethyl)-1,3,4-thiadiazol-2-yl)imidazo[1,5-a]pyridin-6-sulfonyl chloride